(R)- or (S)-1-(4-((7-(1-methyl-1H-pyrazol-4-yl)imidazo[1,2-c]pyrimidin-5-yl)oxy)azepan-1-yl)prop-2-en-1-one CN1N=CC(=C1)C1=CC=2N(C(=N1)O[C@H]1CCN(CCC1)C(C=C)=O)C=CN2 |o1:13|